FC1=NC=C(C=N1)C1=CC=C(C=C1)C1CCC(CC1)C(=O)OCC Ethyl 4-(4-(2-fluoropyrimidin-5-yl)phenyl)cyclohexanecarboxylate